CN(C1CN(C1)C1=NC2=CC(=C3C(=C2C(=N1)N1CCN(CC1)C(C=C)=O)OCCC3)C3=C(C=CC=C3)F)C 1-(4-(8-(3-(dimethylamino)azetidin-1-yl)-5-(2-fluorophenyl)-3,4-dihydro-2H-pyrano[2,3-f]quinazolin-10-yl)piperazin-1-yl)prop-2-en-1-one